C(CCC)[SiH](O[Si](C)(C)O[SiH](C)C)O[SiH](C)C n-butyl-(dimethylsilyloxy)[(dimethylsiloxy)dimethylsiloxy]silane